O=C1NC(CC[C@@H]1N1C(C2=CC=CC(=C2C1=O)NCC(=O)N1CCC(CC1)CN1CCN(CC1)C1=CC=C(C=C1)NC1=C2N=CN(C2=NC=N1)C1CC(C1)NC(CC1=CC=CC=C1)=O)=O)=O N-((1s,3s)-3-(6-((4-(4-((1-((2-(2,6-dioxopiperidin-3-yl)-1,3-dioxoisoindolin-4-yl)glycyl)piperidin-4-yl)methyl)piperazin-1-yl)phenyl)amino)-9H-purin-9-yl)cyclobutyl)-2-phenylacetamide